FC1=C(C(=CC(=C1)OCCCC1CCN(CC1)C1=NC=C(C=N1)CCC)F)CC(=O)O (2,6-difluoro-4-(3-(1-(5-propylpyrimidin-2-yl)piperidin-4-yl)propoxy)phenyl)acetic acid